CC=1N=C(OC1C)C1CC2(C1)N(C(CN(C2=O)C(C)C)=O)CC2=CC=C(C=C2)C(F)(F)F (2s,4s)-2-(4,5-dimethyloxazol-2-yl)-8-isopropyl-5-(4-(trifluoromethyl)benzyl)-5,8-diazaspiro[3.5]nonane-6,9-dione